6-[1-[(3S)-3-Piperidyl]pyrazol-4-yl]-4-(2-pyridylsulfanyl)pyrazolo[1,5-a]pyridine-3-carbonitrile N1C[C@H](CCC1)N1N=CC(=C1)C=1C=C(C=2N(C1)N=CC2C#N)SC2=NC=CC=C2